COC([C@H](CC\C=C\C1=CC=C(C=C1)OCCCC)N1CCN(CCN(CCN(CC1)[C@H](C(OCC1=CC=CC=C1)=O)COCC1=CC=CC=C1)[C@H](C(OCC1=CC=CC=C1)=O)COCC1=CC=CC=C1)[C@H](C(=O)OCC1=CC=CC=C1)COCC1=CC=CC=C1)=O (2S,5E)-6-(4-Butoxyphenyl)-2-{4,7,10-tris[(2S)-1,3-bis(benzyloxy)-1-oxopropan-2-yl]-1,4,7,10-tetraazacyclododecane-1-yl}hex-5-enoic acid methyl ester